5-tert-butoxy-1H-pyrazolo[3,4-c]pyridine C(C)(C)(C)OC=1C=C2C(=CN1)NN=C2